OC1=CC=C(C=C1)/C=C/C(=O)C1=CC=C(C=C1)S(=O)(=O)NCCC 4-[(E)-3-(4-Hydroxyphenyl)prop-2-enoyl]-N-propylbenzenesulfonamide